NC1=NC=NN2C1=C(C=C2C=2C=C(C(=NC2)OC)C(=O)N[C@@H]2CN(C[C@@H]2F)C(C(C)(C)O)=O)C(F)(F)F 5-[4-amino-5-(trifluoromethyl)pyrrolo[2,1-f][1,2,4]triazin-7-yl]-N-[(3R,4S)-4-fluoro-1-(2-hydroxy-2-methylpropanoyl)pyrrolidin-3-yl]-2-methoxy-pyridine-3-carboxamide